NC=1C(=C(C(=CC1C(=O)OC)Br)C1=C(C(=CC=C1)Cl)Cl)F methyl (Ra)-3-amino-6-bromo-2',3'-dichloro-2-fluoro-[1,1'-biphenyl]-4-carboxylate